N-(3-fluoro-4-(4-((6-methyl-5,6,7,8-tetrahydro-1,6-naphthyridin-2-yl)amino)-5-oxo-5,6-dihydro-1,6-naphthyridin-2-yl)phenyl)cyclohexanecarboxamide FC=1C=C(C=CC1C1=NC=2C=CNC(C2C(=C1)NC1=NC=2CCN(CC2C=C1)C)=O)NC(=O)C1CCCCC1